NC=1C=CC(=C(C1)NC(C=C)=O)OC N-(5-amino-2-methoxyphenyl)acrylamide